BrNC1CCCCC1 Bromocyclohexylamine